FC=1C=C(C=CC1)N\N=C\C=N\NS(=O)(=O)C1=CC=C(C=C1)C N'-((1E,2E)-2-(2-(3-fluorophenyl)hydrazono)ethylidene)-4-methylbenzenesulfonohydrazide